[Hf+2].C[Si](C)(C)C=C1C=CC=[C-]1.C[Si](C)(C)C=C1C=CC=[C-]1 bis(trimethylsilylmethylene-cyclopentadienide) hafnium